CC=1SC2=C(N1)NC=C2CC(C)N 1-(2-methyl-4H-pyrrolo[2,3-d]thiazol-6-yl)propan-2-amine